C(CCCCCCCCCCC)CCC(=S)O.C(CCCCCCCCCCC)CCC(=S)O.C(CCCCCCCCCCC)CCC(=S)O.C(CCCCCCCCCCC)CCC(=S)O.CC(C)(C)C neopentane tetrakis(3-dodecylthiopropionate)